3-((6-((4-(4-amino-3-(4-phenoxyphenyl)-1H-pyrazolo[3,4-d]pyrimidin-1-yl)piperidin-1-yl)methyl)-5-fluoropyridazin-3-yl)amino)piperidine-2,6-dione NC1=C2C(=NC=N1)N(N=C2C2=CC=C(C=C2)OC2=CC=CC=C2)C2CCN(CC2)CC2=C(C=C(N=N2)NC2C(NC(CC2)=O)=O)F